3-methyl-5-(N-(2-(4-methylsulfonylpiperazin-1-yl)phenyl)-N-phenethylsulfamoyl)benzofuran-2-carboxylic acid ethyl ester C(C)OC(=O)C=1OC2=C(C1C)C=C(C=C2)S(N(CCC2=CC=CC=C2)C2=C(C=CC=C2)N2CCN(CC2)S(=O)(=O)C)(=O)=O